BrC=1C(=C(C(=CC1)Br)N)N 3,6-Dibromo-1,2-phenylenediamine